C(C)(C)OC=1N=C2C(=NC1NC1=CC=C(C=C1)C(F)(F)F)NC(=N2)C(F)(F)F 5-ISOPROPOXY-2-(TRIFLUOROMETHYL)-N-(4-(TRIFLUOROMETHYL)PHENYL)-1H-IMIDAZO[4,5-B]PYRAZIN-6-AMINE